ClC1=C(C=CC=C1)[C@H]1CC[C@H](N1C(C1=CC=C(C=C1)C1=NC=CC=C1)=O)C(=O)O (2S,5R)-5-(2-chlorophenyl)-1-(4-(pyridin-2-yl)benzoyl)pyrrolidine-2-carboxylic acid